C(C)OC(=O)[C@H]1CN(CCC1)C=1C=C(OC(C(=O)N2CC3(C2)CCN(CC3)C(=O)OC(C)(C)C)(C)C)C=CC1 tert-butyl (R)-2-(2-(3-(3-(ethoxycarbonyl)piperidin-1-yl)phenoxy)-2-methylpropanoyl)-2,7-diazaspiro[3.5]nonane-7-carboxylate